C(C)(C)(C)OC(=O)N1CCN(CC1)CC1=C(C=C(C=C1OC)C=1C2=C(C(N(C1)C)=O)N(N=C2)CC2=CC=C(C=C2)OC)OC tert-butyl-4-[[2,6-dimethoxy-4-[1-[(4-methoxyphenyl)methyl]-6-methyl-7-oxo-pyrazolo[3,4-c]pyridin-4-yl]phenyl]methyl]piperazine-1-carboxylate